4-isopropylcyclohexyl ((S)-4-methyl-1-oxo-1-(((S)-1-oxo-3-((S)-2-oxopyrrolidin-3-yl)propan-2-yl)amino)pentan-2-yl)carbamate CC(C[C@@H](C(N[C@H](C=O)C[C@H]1C(NCC1)=O)=O)NC(OC1CCC(CC1)C(C)C)=O)C